CC(CCCCCCCC)CCCC(CCCC(CCCCCCCCCCCC)C)C 9,13,17-Trimethylnonacosane